2-amino-2-(3-(trifluoromethoxy)-phenyl)propanoic acid NC(C(=O)O)(C)C1=CC(=CC=C1)OC(F)(F)F